(E)-N-((3-fluoro-2,6-diisopropylphenyl)carbamoyl)-4-(hydroxyimino)-4,5,6,7-tetrahydrobenzofuran-2-sulfonamide FC=1C(=C(C(=CC1)C(C)C)NC(=O)NS(=O)(=O)C=1OC2=C(C1)/C(/CCC2)=N/O)C(C)C